aluminum diisopropylphosphinate C(C)(C)P([O-])(=O)C(C)C.[Al+3].C(C)(C)P([O-])(=O)C(C)C.C(C)(C)P([O-])(=O)C(C)C